N-methyl-N-((S)-2,2,2-trifluoro-1-(4-((7-((R)-1-methoxyethyl)-2-methylthiazolo[5,4-b]pyridin-6-yl)amino)phenyl)ethyl)piperidine-4-carboxamide CN(C(=O)C1CCNCC1)[C@H](C(F)(F)F)C1=CC=C(C=C1)NC=1C(=C2C(=NC1)SC(=N2)C)[C@@H](C)OC